C(C(=O)O)(=O)O.C1(CC(CCC)O1)=O β-caprolactone oxalate